(4-Acetyl-3-(3-(difluoromethyl)-5-methyl-1H-pyrazol-1-yl)phenyl)boronic acid C(C)(=O)C1=C(C=C(C=C1)B(O)O)N1N=C(C=C1C)C(F)F